N-hydroxy-4-{[5-(3-methyl-4-oxo-3,4-dihydro-quinazolin-6-yl)-3-phenyl-1H-pyrazol-1-yl]methyl}benzamide tert-butyl-(R)-isobutyl(piperidin-3-yl)carbamate C(C)(C)(C)OC(N([C@H]1CNCCC1)CC(C)C)=O.ONC(C1=CC=C(C=C1)CN1N=C(C=C1C=1C=C2C(N(C=NC2=CC1)C)=O)C1=CC=CC=C1)=O